BrC(C)Cl 1-bromochloroethane